tert-butyl N-[5-[[2-[(2R,5S)-2-(3,4-dihydro-2H-1,4-benzoxazin-7-yl)-5-methyl-1-piperidyl]-2-oxo-acetyl]amino]-3-ethyl-2-pyridyl]carbamate O1CCNC2=C1C=C(C=C2)[C@@H]2N(C[C@H](CC2)C)C(C(=O)NC=2C=C(C(=NC2)NC(OC(C)(C)C)=O)CC)=O